tert-butyl (2R,3S,4S)-3-(acetyloxy)-4-hydroxy-2-({4-[2-(trimethylsilyl)ethynyl] phenyl}methyl)pyrrolidine-1-carboxylate C(C)(=O)O[C@H]1[C@H](N(C[C@@H]1O)C(=O)OC(C)(C)C)CC1=CC=C(C=C1)C#C[Si](C)(C)C